tert-butyl 7-bromo-1H,2H,3H-pyrido[3,4-b][1,4]oxazine-1-carboxylate BrC1=CC2=C(OCCN2C(=O)OC(C)(C)C)C=N1